[C@H]12CNC[C@H](CC1)N2C2=C1CN(C(C1=CC(=C2F)F)=O)C2C(NC(CC2)=O)=O 3-(4-((1R,5S)-3,8-diazabicyclo[3.2.1]octan-8-yl)-5,6-difluoro-1-oxoisoindolin-2-yl)piperidine-2,6-dione